(S)-N-(6-(2-(hydroxymethyl)pyrrolidin-1-yl)-1-(p-tolyl)-1H-pyrazolo[3,4-d]pyrimidin-4-yl)-5-nitrothiophene-2-carboxamide OC[C@H]1N(CCC1)C1=NC(=C2C(=N1)N(N=C2)C2=CC=C(C=C2)C)NC(=O)C=2SC(=CC2)[N+](=O)[O-]